ClC=1C=C2C(=NC1C1=CC=C(C=C1)C1=CC=C(C=C1)CN1CC(C1)OCCOC(F)(F)F)N=C(N2)OC=2C=CC(=C(C(=O)O)C2)C 5-((6-chloro-5-(4'-((3-(2-(trifluoromethoxy)ethoxy)azetidin-1-yl)methyl)-[1,1'-biphenyl]-4-yl)-1H-imidazo[4,5-b]pyridin-2-yl)oxy)-2-methylbenzoic acid